1-methoxy-3-phenyl-3H-benzo[e]indazole-4,5-dione COC1=NN(C=2C(C(C3=C(C12)C=CC=C3)=O)=O)C3=CC=CC=C3